N1=CC=NC=2C=CC3=C(C12)C1=CC=CC=C1CC3 7,8-dihydronaphtho[1,2-f]quinoxaline